OC=1SC=CC1NC(C=C)=O N-(2-Oxylthiophene-3-yl)prop-2-enamide